(4-(4-(t-butyl)phenyl)-2-methyl-1H-inden-1-yl)(methyl)silane C(C)(C)(C)C1=CC=C(C=C1)C1=C2C=C(C(C2=CC=C1)[SiH2]C)C